Penta-O-acetyl-D-mannopyranose C(C)(=O)OC1[C@@H](OC(C)=O)[C@@H](OC(C)=O)[C@H](OC(C)=O)[C@H](O1)COC(C)=O